C(C)(C)(C)OC(=O)N1CCN(CC1)C1=NC=2N(C=C1)N=CC2C(=O)OCC ethyl 5-(4-tert-butoxycarbonylpiperazin-1-yl)pyrazolo[1,5-a]pyrimidine-3-carboxylate